BrC=1C=C2C(=NC1)N(N=C2C2=CC=CC=C2)COCC[Si](C)(C)C 5-bromo-3-phenyl-1-[[2-(trimethylsilyl)ethoxy]methyl]pyrazolo[3,4-b]pyridine